{2-Amino-4-[(4-methoxyphenylamino)-methyl]-phenyl}-carbamic acid ethyl ester C(C)OC(NC1=C(C=C(C=C1)CNC1=CC=C(C=C1)OC)N)=O